bromo-2-chloroimidazo[2,1-f][1,2,4]triazin-4-amine BrC=1N=C2C(=NC(=NN2C1)Cl)N